C1(CC1)NC(CCC1=CC2=C(OCC(C(N2C)=O)C2=NC(=NN2CC2=C(C=CC=C2Cl)Cl)C(=O)N)C=C1)=O (7-(3-(cyclopropylamino)-3-oxopropyl)-5-methyl-4-oxo-2,3,4,5-tetrahydrobenzo[b][1,4]oxazepin-3-yl)-1-(2,6-dichlorobenzyl)-1H-1,2,4-triazole-3-carboxamide